1,4-bis(chloromethoxy)butaneN ClCOC=CCCOCCl